C(C)(C)(C)OC(=O)N1CC=C(CC1)C=1C=C2C(=CN1)NC=C2 4-(1H-pyrrolo[2,3-c]pyridin-5-yl)-5,6-dihydropyridine-1(2H)-carboxylic acid tert-butyl ester